(S)-2-((((9H-fluoren-9-yl)methoxy)carbonyl)amino)-3-(4-(1-trityl-1H-pyrazol-3-yl)phenyl)propanoic acid C1=CC=CC=2C3=CC=CC=C3C(C12)COC(=O)N[C@H](C(=O)O)CC1=CC=C(C=C1)C1=NN(C=C1)C(C1=CC=CC=C1)(C1=CC=CC=C1)C1=CC=CC=C1